C(#N)C1=CC=C(C=C1)N(S(=O)(=O)C=1C=C2C(CC(OC2=CC1)C1CCOCC1)O)CC(C)C N-(4-cyano-phenyl)-4-hydroxy-N-isobutyl-2-(tetrahydro-2H-pyran-4-yl)chroman-6-sulfonamide